1-(4-((1-acetylpiperidin-4-yl)methyl)phenyl)-3-(oxazol-5-ylmethyl)urea C(C)(=O)N1CCC(CC1)CC1=CC=C(C=C1)NC(=O)NCC1=CN=CO1